C1(C2C(C(O1)=O)C1C3=CC4=C(C(OC4=O)=O)C=C3C2CC1)=O 3a,4,10,10a-tetrahydro-1H,3H-4,10-ethanonaphtho[2,3-c:6,7-c']difuran-1,3,6,8-tetraone